(3S)-3-(1,4-dimethyl-1H-benzotriazol-5-yl)-3-[7-(hydroxymethyl)-2,3-dihydro-1H-inden-5-yl]-2,2-dimethylpropionate CN1N=NC2=C1C=CC(=C2C)[C@@H](C(C(=O)[O-])(C)C)C=2C=C1CCCC1=C(C2)CO